ClC=1C(=C(C(=O)O)C(=CC1)NC1=C(C=C(C=C1)F)C)C 3-chloro-6-((4-fluoro-2-methylphenyl)amino)-2-methylbenzoic acid